1-(2-azidophenyl)ethan-1-one N(=[N+]=[N-])C1=C(C=CC=C1)C(C)=O